1-(3-(3-(4-acetylpiperazin-1-yl)-8,9-dihydropyrido[3',2':4,5]imidazo[1,2-a]pyrazin-7(6H)-yl)-3-oxopropoxy)propan C(C)(=O)N1CCN(CC1)C1=CC=2N=C3N(CCN(C3)C(CCOCCC)=O)C2N=C1